ClC=1C=CC2=C([C@@H](C[C@@H](O2)C(=O)NC23CC(C2)(C3)N3N=CC(=C3)OCCOC(F)(F)F)O)C1 (2R,4R)-6-chloro-4-hydroxy-N-(3-{4-[2-(trifluoromethoxy)ethoxy]-1H-pyrazol-1-yl}bicyclo-[1.1.1]pentan-1-yl)-3,4-dihydro-2H-1-benzopyran-2-carboxamide